N-((S)-1-(((R)-1-((5R,7R)-5,7-dimethyl-4-oxo-1,3,6,2-dioxathiaborocan-2-yl)-3-methylbutyl)amino)-1-oxo-3-phenylpropan-2-yl)pyrazine-2-carboxamide C[C@@H]1C(OB(OC[C@H](S1)C)[C@H](CC(C)C)NC([C@H](CC1=CC=CC=C1)NC(=O)C1=NC=CN=C1)=O)=O